4-[3-(2-chlorophenyl)-5-{1-[3-[(tert-butyldimethylsilyl)oxy]-3-methylcyclobutyl]-5-(trifluoromethyl)-1H-pyrazol-4-yl}-1,2-oxazol-4-yl]pyrimidine ClC1=C(C=CC=C1)C1=NOC(=C1C1=NC=NC=C1)C=1C=NN(C1C(F)(F)F)C1CC(C1)(C)O[Si](C)(C)C(C)(C)C